3-(5-(aminomethyl)-1-oxoisoindolin-2-yl)piperidine-2,6-dione mesylate S(C)(=O)(=O)O.NCC=1C=C2CN(C(C2=CC1)=O)C1C(NC(CC1)=O)=O